ClC=1C=C(C=CC1Cl)C1=CC=C(C=C1)OC=1N=NNC1 4-((3',4'-dichloro-[1,1'-biphenyl]-4-yl)oxy)-1H-1,2,3-triazole